(R)-6-chloro-3-((1-(2-cyano-3-(3-methoxyphenyl)-7-methylquinoxalin-5-yl)ethyl)amino)picolinic acid ClC1=CC=C(C(=N1)C(=O)O)N[C@H](C)C1=C2N=C(C(=NC2=CC(=C1)C)C#N)C1=CC(=CC=C1)OC